ClC1=C(C=CC=C1)[C@@H](C(=O)OC)N1C/C(/C(CC1)S)=C/C(=O)O (Z)-2-(1-((S)-1-(2-chlorophenyl)-2-methoxy-2-oxoethyl)-4-mercaptopiperidin-3-ylidene)acetic acid